3-(5-(3,8-diazabicyclo[3.2.1]octane-8-yl)-6,7-difluoro-1-oxoisoindoline-2-yl)piperidine C12CNCC(CC1)N2C=2C=C1CN(C(C1=C(C2F)F)=O)C2CNCCC2